C(CCCCCCCC\C=C/C=C)=O (10Z)-10,12-tridecadienal